O=C(CC(=O)OCC)CC(=O)OCC diethyl 3-ketoglutarate